4-(2-trimethylsilylethoxymethyl)-1,4-benzoxazin-3-one C[Si](CCOCN1C(COC2=C1C=CC=C2)=O)(C)C